5-benzylnorborn-2-ene C(C1=CC=CC=C1)C1C2C=CC(C1)C2